C(C)C1=NC(=NO1)C=1C=C(CO\N=C(/C)\C2=C(C(=C(C=C2)O)O)Cl)C=CC1 (E)-1-(2-chloro-3,4-dihydroxyphenyl)ethane-1-one O-(3-(5-ethyl-1,2,4-oxadiazol-3-yl)benzyl) oxime